(4-chlorobenzyl)-N'-(2,4-dichlorobenzyl)biguanide ClC1=CC=C(CNC(=NCC2=C(C=C(C=C2)Cl)Cl)NC(=N)N)C=C1